2-(2'-hydroxy-3'-t-butyl-5'-methylphenyl)5-chlorobenzotriazole OC1=C(C=C(C=C1C(C)(C)C)C)N1N=C2C(=N1)C=CC(=C2)Cl